1-(6-bromo-2-pyridyl)piperidin-2-one BrC1=CC=CC(=N1)N1C(CCCC1)=O